trifluoromethanesulfonic acid 2,2-difluoroethyl ester FC(COS(=O)(=O)C(F)(F)F)F